BrC=1C2=CN(N=C2C(=CC1)C(=O)OC)CC methyl 4-bromo-2-ethylindazole-7-carboxylate